N[C@@H]1C[C@@H](CC1)CNC(=O)C1=CC(=NO1)C |r| N-[(rac-(1R,3S)-3-aminocyclopentyl)methyl]-3-methyl-isoxazole-5-carboxamide